8-bromo-5-(trifluoromethyl)-[1,2,4]triazolo[1,5-a]pyridine BrC=1C=2N(C(=CC1)C(F)(F)F)N=CN2